C(C(C)C)C1=NOC(=C1)NC(=O)C1=CSC=2CN(CCC21)C(=O)OC(C)(C)C tert-butyl 3-[(3-isobutylisoxazol-5-yl)carbamoyl]-5,7-dihydro-4H-thieno[2,3-c]pyridine-6-carboxylate